CC1=C(C(=CC=C1)C)C1=NC=2NS(C=3C=CC=C(C(NC[C@@H](OC(=C1)N2)C2=CC=CC=C2)=O)C3)(=O)=O (10S)-6-(2,6-Dimethylphenyl)-2,2-dioxo-10-phenyl-9-oxa-2λ6-thia-3,5,12,19-tetrazatricyclo[12.3.1.14,8]nonadeca-1(18),4(19),5,7,14,16-hexaen-13-one